NC1=C(C(=NC=N1)SC1=C(C=C(C=C1)NC(=O)C=1C(N(C=CC1)C1=CC=C(C=C1)F)=O)F)Cl N-(4-((6-amino-5-chloropyrimidin-4-yl)thio)-3-fluorophenyl)-1-(4-fluorophenyl)-2-oxo-1,2-dihydropyridine-3-carboxamide